tert-butyl ((1S,4R)-2-(2-(6-bromo-1-(cyclopropylmethyl)-1H-indol-2-yl)-7-methoxy-1-methyl-1H-benzo[d]imidazole-5-carbonyl)-2-azabicyclo[2.2.1]heptan-7-yl)carbamate BrC1=CC=C2C=C(N(C2=C1)CC1CC1)C1=NC2=C(N1C)C(=CC(=C2)C(=O)N2[C@H]1CC[C@H](C2)C1NC(OC(C)(C)C)=O)OC